CN(C/C=C/C(=O)NC1=C(C=C(C=N1)C=1C=C(C=CC1)C1(CC1)C(=O)NC=1SC(=CN1)CC)F)C (E)-1-(3-(6-(4-(dimethylamino)but-2-eneamido)-5-fluoropyridin-3-yl)phenyl)-N-(5-ethylthiazol-2-yl)cyclopropane-1-carboxamide